NC1=CC(=C2N3CCC[C@H]3CC=CC3=CC=C(C([C@@](C4=NN=C(C1=N2)O4)(O)C(F)(F)F)=C3)F)C(F)(F)F (6S,15S)-23-amino-8-fluoro-6,21-bis(trifluoromethyl)-26-oxa-3,4,19,24-tetraazapentacyclo[18.3.1.12,5.17,11.015,19]hexacosan-1(24),2,4,7(25),8,10,12,20,22-nonaen-6-ol